N-phenylglycine, tert-butyl ester C1(=CC=CC=C1)NCC(=O)OC(C)(C)C